5-chloro-3-fluoro-2-ureidobenzoic acid ClC=1C=C(C(=C(C(=O)O)C1)NC(=O)N)F